4-fluoro-N-{[3-fluoro-4-(propan-2-yl)phenyl](phenyl)methyl}-1-[2-(5-methyl-1H-1,2,3-triazol-1-yl)acetyl]pyrrolidine-2-carboxamide FC1CC(N(C1)C(CN1N=NC=C1C)=O)C(=O)NC(C1=CC=CC=C1)C1=CC(=C(C=C1)C(C)C)F